C1(CC1)NC1=NC=C(C(=N1)NC1=CC=C(C=C1)C1CC1)N N2-cyclopropyl-N4-(4-cyclopropylphenyl)pyrimidine-2,4,5-triamine